3-ethoxy-2-[(E)-N-ethoxy-C-ethyl-carbonimidoyl]-5-(4-hydroxyphenyl)cyclohex-2-en-1-one C(C)OC1=C(C(CC(C1)C1=CC=C(C=C1)O)=O)/C(=N/OCC)/CC